C(C)OC(=O)N(N=C1CCC[C@@H](N1)C(=O)OC)CC1=CC=C(C=C1)C |r| Methyl (2RS)-6-[(ethoxycarbonyl)(4-methylbenzyl)hydrazono]piperidine-2-carboxylate